C[C@@H]1N(CCN(C1)C)C=1C=CC(=C(C(=O)N[C@H](C)C2=CC(=CC(=C2)C=2C=NN(C2)C)C=2C=NN(C2)C(C)C)C1)C 5-((S)-2,4-dimethylpiperazin-1-yl)-N-((R)-1-(3-(1-isopropyl-1H-pyrazol-4-yl)-5-(1-methyl-1H-pyrazol-4-yl)phenyl)ethyl)-2-methylbenzamide